BrC=1C=C(C=C(C1C(F)(F)F)Cl)B1OC(C(O1)(C)C)(C)C 2-(3-Bromo-5-chloro-4-(trifluoromethyl)phenyl)-4,4,5,5-tetramethyl-1,3,2-dioxaborolane